C(CCCCCCCCCCC)N(CCCCCCNC(=O)C12CC3(CC(CC(C1)(C3)C(NCCCCCCN(CCCCCCCCCCCC)CCCCCCCCCCCC)=O)(C2)C(NCCCCCCN(CCCCCCCCCCCC)CCCCCCCCCCCC)=O)C(=O)O)CCCCCCCCCCCC 3,5,7-Tris((6-(didodecylamino)hexyl)carbamoyl)adamantane-1-carboxylic acid